CS(=O)(=O)OC(C1=CC(=NN1C1=C(C=C(C=C1)F)[C@@H](C)OCC1=CC=C(C=C1)OC)C(F)(F)F)C1=CC(=NN1C)C#N (3-cyano-1-methyl-1H-pyrazol-5-yl)(1-(4-fluoro-2-((R)-1-((4-methoxybenzyl)oxy)ethyl)phenyl)-3-(trifluoromethyl)-1H-pyrazol-5-yl)methyl methanesulfonate